C1(CCCCC1)P(C1=C(C(=CC=C1OC)OC)C1=C(C=C(C=C1C(C)C)C(C)C)C(C)C)C1CCCCC1.[Cl] chlorine (2-dicyclohexylphosphino-3,6-dimethoxy-2',4',6'-triisopropyl-1,1'-biphenyl)